4'-(2-(3-(trifluoromethyl)phenyl)pyrrolidin-1-yl)-[1,1'-biphenyl]-4-carboxamide FC(C=1C=C(C=CC1)C1N(CCC1)C1=CC=C(C=C1)C1=CC=C(C=C1)C(=O)N)(F)F